COC(=O)[C@@H]1[C@@H](CN(CC1)CC1=CC=CC=C1)C=1SC=CC1 cis-1-benzyl-3-(2-thienyl)piperidine-4-carboxylic acid methyl ester